1-((1-((2-(3,5-dichlorophenyl)-6-((5-(4-methylpiperazin-1-yl)pyrazin-2-yl)oxy)pyridin-4-yl)methyl)piperidin-4-yl)methyl)-3-methylurea ClC=1C=C(C=C(C1)Cl)C1=NC(=CC(=C1)CN1CCC(CC1)CNC(=O)NC)OC1=NC=C(N=C1)N1CCN(CC1)C